7-methylisochromane-3-carboxylic acid CC1=CC=C2CC(OCC2=C1)C(=O)O